ClC=1C=NC(=C(C(=O)[O-])C1)C1=CC(=CC=C1)F 5-chloro-2-(3-fluorophenyl)nicotinate